N1C(=CC2=CC=CC=C12)C(=O)N1CCC2(CC1)CCC(CC2)N(C=2C1=C(N=CN2)NC=C1)C (1H-Indol-2-yl){9-[methyl(7H-pyrrolo[2,3-d]pyrimidin-4-yl)amino]-3-azaspiro[5.5]undec-3-yl}methanon